Dimethyl(Methacryloyloxy)-Methyl Phosphonate P(OC(OC(C(=C)C)=O)(C)C)([O-])=O